2,4-dioxoimidazoline-1-carboxamide O=C1N(CC(N1)=O)C(=O)N